FC(OC1=CC=C(C=C1)C1=C2C(=NN(C1=O)C1=CC3=CN(N=C3C=C1)C)NC=C2)F 4-[4-(difluoromethoxy)phenyl]-2-(2-methyl-2H-indazol-5-yl)-2H,3H,7H-pyrrolo[2,3-c]pyridazin-3-one